3-(5-(thiazol-2-yl)pyridin-3-yl)phenyl cycloheptylcarbamate C1(CCCCCC1)NC(OC1=CC(=CC=C1)C=1C=NC=C(C1)C=1SC=CN1)=O